Cl.ClCCNCCCl di(2-chloroethyl)amine hydrochloride